(3-bromo-4-fluoro-2-methoxy-5,6,7,9-tetrahydro-8H-pyrrolo[3,2-b:4,5-c']dipyridin-8-yl)(oxetan-2-yl)methanone BrC=1C(=C2C(=NC1OC)C=1CN(CCC1N2)C(=O)C2OCC2)F